C(CCCCCCCCCCCCCCCCCCC)(=O)O[C@@H]1[C@](O[C@H](C1)N1C2=NC(=NC(=C2N=C1)N)F)(CO[P@](=O)(OC1=CC=CC=C1)N[C@H](C(OCCCCCCCCCCCCCC)=O)CC1=CC=CC=C1)C#C (2R,3S,5R)-5-(6-Amino-2-fluoro-9H-purin-9-yl)-2-ethynyl-2-((((S)-(((S)-1-oxo-3-phenyl-1-(tetradecyloxy)propan-2-yl)amino)(phenoxy)phosphoryl)oxy)methyl)tetrahydrofuran-3-yl icosanoate